(S)-1-amino-4-(4-((5-chloropyridin-2-yl)carbamoyl)phenyl)-2-(piperidin-2-yl)-1H-imidazole-5-carboxamide NN1C(=NC(=C1C(=O)N)C1=CC=C(C=C1)C(NC1=NC=C(C=C1)Cl)=O)[C@H]1NCCCC1